FC1=CC=C(C=C1)C1=NC=CC=C1N 2-(4-fluorophenyl)pyridin-3-amine